COC(=O)C1=NN(C=N1)CC1=NC=CC=C1F.NC1=C(C(=O)N(C)C)C=C(C=C1)C=1C=C2C(=NC1)NC=C2C2=CC=C(C=C2)CNC 2-amino-N,N-dimethyl-5-(3-(4-((methylamino)methyl)phenyl)-1H-pyrrolo[2,3-b]pyridin-5-yl)benzamide methyl-1-[(3-fluoro-2-pyridinyl)methyl]-1,2,4-triazole-3-carboxylate